CC=1C(=NC(=NC1)NC1=CC=NN1C)C=1N=C(OC1)C(=O)NCC=1C=NC=CC1 4-(5-methyl-2-((1-methyl-1H-pyrazol-5-yl)amino)pyrimidin-4-yl)-N-(pyridin-3-ylmethyl)oxazole-2-carboxamide